COC(=O)CCCC(C(=O)O)(CC=C)C1=CC=C(C=C1)F Z-5-methoxycarbonyl-2-(4-fluorophenyl)-2-allyl-valeric acid